2-((3-cyanobenzyl)oxy)-N,N'-bis(2-hydroxyethyl)-4-((2-methyl-[1,1'-biphenyl]-3-yl)methoxy)benzimidamide C(#N)C=1C=C(COC2=C(C(NCCO)=NCCO)C=CC(=C2)OCC=2C(=C(C=CC2)C2=CC=CC=C2)C)C=CC1